glycidoxyethoxypropyl-methyldimethoxysilane C(C1CO1)OCCOCCC[Si](OC)(OC)C